ClC=1C=C(C(=NC1)OC1=CC(=C(C=C1)C1=NC=CC(=N1)CC(=O)O)F)F (2-{4-[(5-chloro-3-fluoropyridin-2-yl)oxy]-2-fluorophenyl}pyrimidin-4-yl)acetic acid